(2R)-isopropyl 2-(((((2R,3S,4R,5S)-5-(4-aminopyrrolo[2,1-f][1,2,4]triazin-7-yl)-2-cyano-3,4-dihydroxytetrahydrofuran-2-yl)methoxy)(phenoxy)phosphoryl)amino)propanoate NC1=NC=NN2C1=CC=C2[C@H]2[C@@H]([C@@H]([C@@](O2)(C#N)COP(=O)(OC2=CC=CC=C2)N[C@@H](C(=O)OC(C)C)C)O)O